cis-N-cyclopropyl-2-(((cis-4-isopropylcyclohexyl)oxy)methyl)-3-((methylsulfonyl)amino)piperidine-1-carboxamide C1(CC1)NC(=O)N1[C@H]([C@H](CCC1)NS(=O)(=O)C)CO[C@@H]1CC[C@@H](CC1)C(C)C